NC1=C2C(=NC=N1)N(N=C2C2=NOC(=C2C2=CCC(CC2)=O)C2CC2)C(C)C 4-(3-(4-amino-1-isopropyl-1H-pyrazolo[3,4-d]pyrimidin-3-yl)-5-cyclopropylisoxazol-4-yl)cyclohex-3-en-1-one